methyl 3-bromo-2-methyl-benzoate BrC=1C(=C(C(=O)OC)C=CC1)C